ClC(=C(CCl)Cl)Cl 1,1,2,3-Tetrachloroprop-1-en